(11-(benzyloxy)undecyl)-1H-pyrazole-4-carboxylic acid methyl ester COC(=O)C=1C=NN(C1)CCCCCCCCCCCOCC1=CC=CC=C1